FC(C1=NN(C(=C1)C(F)F)CC(=O)N1CCC(CC1)C1CN(NC2=C(C1)C=CC=C2)C(=O)NC2CCCC1=CC=CC=C21)F 4-[1-[2-[3,5-bis(difluoromethyl)pyrazol-1-yl]acetyl]-4-piperidinyl]-N-tetrahydronaphthalen-1-yl-tetrahydrobenzodiazepine-2-Carboxamide